[K+].C12CCC(CC1)N2C(=O)C=2N=C(SC2)C(=O)[O-] 4-((1s,4s)-7-azabicyclo[2.2.1]Heptane-7-carbonyl)thiazole-2-carboxylic acid potassium salt